methyl 5-carbamoyl-1-methyl-1H-pyrazole-3-carboxylate C(N)(=O)C1=CC(=NN1C)C(=O)OC